C[C@@H]1[C@@H]2CN(C[C@H](C1)N2C(=O)OCC2=CC=CC=C2)C(=O)OC(C)(C)C 8-benzyl 3-(tert-butyl) (1S,5R,6S)-6-methyl-3,8-diazabicyclo[3.2.1]octane-3,8-dicarboxylate